C(C1CCCO1)OCCC[Si](O[Si](C)(C)C)(O[Si](C)(C)C)C 3-(tetrahydrofurfuryloxypropyl)heptamethyltrisiloxane